N,N-dipropyl-1,4-diaminobutane C(CC)N(CCCCN)CCC